FCCN1CCC(CC1)C=1SC2=C(N1)C=C(C=C2)C2=CC[C@@H](CN2C(=O)OC(C)(C)C)C (S)-tert-butyl 6-(2-(1-(2-fluoroethyl)piperidin-4-yl)benzo[d]thiazol-5-yl)-3-methyl-3,4-dihydropyridine-1(2H)-carboxylate